OC1=CC=C(CN2CCCC3=CC(=C(C=C23)O)O)C=C1 1-(4-hydroxybenzyl)-6,7-dihydroxyl-1,2,3,4-tetrahydroquinoline